1-(2-(methylthio)phenyl)-1H-pyrazole CSC1=C(C=CC=C1)N1N=CC=C1